(M)-6-chloro-4-((2S,6S)-2,6-dimethyl-4-(2-propenoyl)-1-piperazinyl)-7-(2-fluoro-6-hydroxyphenyl)-1-(4-methyl-2-(2-propanyl)-3-pyridinyl)pyrido[2,3-d]pyrimidin-2(1H)-one ClC1=CC2=C(N(C(N=C2N2[C@H](CN(C[C@@H]2C)C(C=C)=O)C)=O)C=2C(=NC=CC2C)C(C)C)N=C1C1=C(C=CC=C1O)F